C(C)(C)(C)C1=C(N)C=CC(=C1)[N+](=O)[O-] 2-(tert-butyl)-4-nitroaniline